O=C1NC(CCC1N1C(N(C2=C1C=CC(=C2)CCCOCCCCN2CCN(CC2)C(=O)OC(C)(C)C)C)=O)=O tert-butyl 4-(4-[3-[1-(2,6-dioxopiperidin-3-yl)-3-methyl-2-oxo-1,3-benzodiazol-5-yl]propoxy]butyl)piperazine-1-carboxylate